ethylene glycol mono-2-hexyl ether CC(CCCC)OCCO